ClC=1C=C(C(=O)NC(C)C=2N(N=C(N2)I)C2=NC=C(C=C2)Cl)C=C(C1)C(F)(F)F 3-chloro-N-[1-[2-(5-chloro-2-pyridyl)-5-iodo-1,2,4-triazol-3-yl]ethyl]-5-(trifluoromethyl)benzamide